(S)-(5-(tert-butyl)-4-methylthiazol-2-yl)(3-((7-(5-methyl-1,2,4-oxadiazol-3-yl)isoquinolin-1-yl)amino)pyrrolidin-1-yl)methanone C(C)(C)(C)C1=C(N=C(S1)C(=O)N1C[C@H](CC1)NC1=NC=CC2=CC=C(C=C12)C1=NOC(=N1)C)C